NC(C#N)C=1C=NN2C1C(N(C=C2)C)=O 2-amino-2-(5-methyl-4-oxo-4,5-dihydropyrazolo[1,5-a]pyrazin-3-yl)acetonitrile